4-(4-methyl-piperazin-1-yl)-N-{6-[2-(4-trifluoromethyl-benzyloxy)-ethoxy]-1H-indazol-3-yl}-benzamide hydrogensulfate S(=O)(=O)(O)O.CN1CCN(CC1)C1=CC=C(C(=O)NC2=NNC3=CC(=CC=C23)OCCOCC2=CC=C(C=C2)C(F)(F)F)C=C1